6-(cyclopropanecarboxamido)-N-methyl-4-((6-(4-(1-methylazetidin-3-yl)piperidin-1-yl)-[1,2,4]triazolo[1,5-a]pyridin-2-yl)amino)pyridazine-3-carboxamide C1(CC1)C(=O)NC1=CC(=C(N=N1)C(=O)NC)NC1=NN2C(C=CC(=C2)N2CCC(CC2)C2CN(C2)C)=N1